(S)-4-(5,5-difluoro-4-hydroxyl-3-(methylsulfonyl)-4,5,6,7-tetrahydro-1H-indol-1-yl)phthalonitrile FC1([C@H](C=2C(=CN(C2CC1)C=1C=C(C(C#N)=CC1)C#N)S(=O)(=O)C)O)F